C1(CC1)NC(C1=C(C=CC(=C1)F)SC1=CC=C2C(=NNC2=C1)\C=C\C1=NC(=CC=C1)CCN1CCCC1)=O N-cyclopropyl-5-fluoro-2-({3-[(E)-2-{6-[2-(pyrrolidin-1-yl)ethyl]pyridin-2-yl}vinyl]-1H-indazol-6-yl}thio)benzamide